FC([C@@H](C1=CC=C(C=C1)F)N1N=CC(=C1)C=1C(=C(C=CC1)C1=C(C=2N(C=C1)N=C(N2)N)F)F)(C)F (R)-7-(3-(1-(2,2-difluoro-1-(4-fluorophenyl)propyl)-1H-pyrazol-4-yl)-2-fluorophenyl)-8-fluoro-[1,2,4]triazolo[1,5-a]pyridin-2-amine